C(CCCNCC(CNC(OC(C)(C)C)=O)(C)C)NCC(CNC(OC(C)(C)C)=O)(C)C di-tert-butyl ((butane-1,4-diylbis(azanediyl))bis(2,2-dimethylpropane-3,1-diyl))dicarbamate